1-(4-{4-[2-(3,3-difluoroazetidin-1-yl)acetamido]-1H-1,2,3-triazol-1-yl}-3-fluorobutyl)-N-{[3-(trifluoromethoxy)phenyl]methyl}-1H-1,2,3-triazole-4-carboxamide FC1(CN(C1)CC(=O)NC=1N=NN(C1)CC(CCN1N=NC(=C1)C(=O)NCC1=CC(=CC=C1)OC(F)(F)F)F)F